N-(3-amino-4-fluorophenyl)-3-(2-cyanopropan-2-yl)benzamide NC=1C=C(C=CC1F)NC(C1=CC(=CC=C1)C(C)(C)C#N)=O